NC1=C(C(=O)N[C@H](CO)C(C)C)C=C(N=C1Cl)Cl (S)-3-amino-2,6-dichloro-N-(1-hydroxy-3-methylbutan-2-yl)isonicotinamide